(2s,5s)-1-(tert-butyloxycarbonyl)-5-toluenesulfonyloxy-piperidine-2-carboxylic acid methyl ester COC(=O)[C@H]1N(C[C@H](CC1)OS(=O)(=O)CC1=CC=CC=C1)C(=O)OC(C)(C)C